4'-((2-Butyl-4-oxo-1,3-diazaspiro[4.4]non-1-en-3-yl)methyl-d2)-N-(4,5-dimethylisoxazol-3-yl)-2'-(ethoxymethyl)-[1,1'-biphenyl]-2-sulfonamide C(CCC)C1=NC2(C(N1C(C1=CC(=C(C=C1)C=1C(=CC=CC1)S(=O)(=O)NC1=NOC(=C1C)C)COCC)([2H])[2H])=O)CCCC2